6-(2-benzotriazol-yl)-4-tert-octyl-6'-tert-butyl-4'-methyl-2,2'-methylenebisphenol N=1N(N=C2C1C=CC=C2)C2=CC(=CC(=C2O)CC2=C(C(=CC(=C2)C)C(C)(C)C)O)C(C)(C)CC(C)(C)C